ClC1=CC=C(C=C1)CCC(CN1N=CN=C1)=O (dl)-4-(4-chlorophenyl)-1-(1H-1,2,4-triazol-1-yl)butan-2-one